Dicyclopentadecyl 6-hydroxyundecanedioate OC(CCCCC(=O)OC1CCCCCCCCCCCCCC1)CCCCC(=O)OC1CCCCCCCCCCCCCC1